(6-((5-methyl-3-(6-methylpyridin-3-yl)isoxazol-4-yl)methoxy)pyridazin-3-yl)(2-oxa-6-azaspiro[3.3]heptan-6-yl)methanone CC1=C(C(=NO1)C=1C=NC(=CC1)C)COC1=CC=C(N=N1)C(=O)N1CC2(COC2)C1